4-iodo-2-(2-methoxyethyl)pyrazole-3-carbaldehyde IC1=C(N(N=C1)CCOC)C=O